(S)-1-methylazetidine-2-carboxylic acid CN1[C@@H](CC1)C(=O)O